6-{4-[(6-methoxypyridin-3-yl)oxy]piperidin-1-yl}-5-methyl-N-(1H-1,2,4-triazol-5-ylmethyl)pyridazine-3-carboxamide COC1=CC=C(C=N1)OC1CCN(CC1)C1=C(C=C(N=N1)C(=O)NCC1=NC=NN1)C